N-[(1S)-1-[(2S,4R)-2-[4-[[cyclopropanecarbonyl-(4-phenylbutyl)amino]methyl]-1H-imidazol-2-yl]-4-hydroxy-pyrrolidine-1-carbonyl]-2,2-dimethyl-propyl]-1-fluoro-cyclopropanecarboxamide C1(CC1)C(=O)N(CCCCC1=CC=CC=C1)CC=1N=C(NC1)[C@H]1N(C[C@@H](C1)O)C(=O)[C@H](C(C)(C)C)NC(=O)C1(CC1)F